2,2-bis[3-(dodecylthio)propanoyloxymethyl]-1,3-propanediol bis[3-(dodecylthio)propionate] C(CCCCCCCCCCC)SCCC(=O)OCC(COC(CCSCCCCCCCCCCCC)=O)(COC(CCSCCCCCCCCCCCC)=O)COC(CCSCCCCCCCCCCCC)=O